P(=O)(OC[C@H]1O[C@@]([C@@H]([C@@H]1O)O)(C#N)C1=CC=C2C(=NC=NN21)N)(OC[C@@H](COCCCCCCCCCCCCCCCCCC)N2C(C1=CC=CC=C1C2=O)=O)O ((2R,3S,4R,5R)-5-(4-aminopyrrolo[2,1-f][1,2,4]triazin-7-yl)-5-cyano-3,4-dihydroxytetrahydrofuran-2-yl)methyl ((R)-2-(1,3-dioxoisoindolin-2-yl)-3-(octadecyloxy)propyl) hydrogen phosphate